FC1=C(C=C(C(=C1)C)SCC(F)(F)F)\N=C\1/SCC(N1)=O (2Z)-2-({2-fluoro-4-methyl-5-[(2,2,2-trifluoroethyl)sulfanyl]phenyl}-imino)-1,3-thiazolidin-4-one